7-methoxy-2-methyl-1,8-naphthyridine-3,4-diamine COC1=CC=C2C(=C(C(=NC2=N1)C)N)N